4-[4-(3-chlorobenzoyl)phenylthio]phenylbis(4-fluorophenyl)sulfonium tetrakis(pentafluorophenyl)borate bis(3-trimethoxysilylpropyl)fumarate CO[Si](CCC\C(=C(/C(=O)[O-])\CCC[Si](OC)(OC)OC)\C(=O)[O-])(OC)OC.FC1=C(C(=C(C(=C1[B-](C1=C(C(=C(C(=C1F)F)F)F)F)(C1=C(C(=C(C(=C1F)F)F)F)F)C1=C(C(=C(C(=C1F)F)F)F)F)F)F)F)F.ClC=1C=C(C(=O)C2=CC=C(C=C2)SC2=CC=C(C=C2)[S+](C2=CC=C(C=C2)F)C2=CC=C(C=C2)F)C=CC1.ClC=1C=C(C(=O)C2=CC=C(C=C2)SC2=CC=C(C=C2)[S+](C2=CC=C(C=C2)F)C2=CC=C(C=C2)F)C=CC1.ClC=1C=C(C(=O)C2=CC=C(C=C2)SC2=CC=C(C=C2)[S+](C2=CC=C(C=C2)F)C2=CC=C(C=C2)F)C=CC1